N-cyclopropyl-2-(difluoromethoxy)-4-[[5-[5-(2-hydroxy-2-methyl-propoxy)-2-methyl-4-pyridyl]pyrazolo[1,5-a]pyridin-2-yl]amino]-6-methoxy-benzamide C1(CC1)NC(C1=C(C=C(C=C1OC)NC1=NN2C(C=C(C=C2)C2=CC(=NC=C2OCC(C)(C)O)C)=C1)OC(F)F)=O